4-methoxy-beta-naphthalamide hydrochloride Cl.COC1=CC(=CC2=CC=CC=C12)C(=O)N